C12CN(CC(N1)C2)C=2SC(=NN2)Br 2-(3,6-diazabicyclo[3.1.1]heptan-3-yl)-5-bromo-1,3,4-thiadiazole